4-(2-thienylethynyl)pyridin-3-amine S1C(=CC=C1)C#CC1=C(C=NC=C1)N